FC=1C=C(C=CC1C=1C=NC(=CC1)C=1N=NN(N1)C1CC1)N1C(O[C@H](C1)C(F)O)=O (R)-3-(3-fluoro-4-(6-(2-cyclopropyl-2H-tetrazol-5-yl)pyridin-3-yl)phenyl)-5-(hydroxyfluoromethyl)oxazolidin-2-one